N-(4-bromophenyl)-2-oxo-1-phenyl-2,4,5,6-tetrahydro-1H-pyrrolo[1,2-b]Pyrazole-3-carboxamide BrC1=CC=C(C=C1)NC(=O)C1=C2N(N(C1=O)C1=CC=CC=C1)CCC2